2,2-Difluoroethane-1-amine FC(CN)F